1-butoxy-propan-2-ol C(CCC)OCC(C)O